2-(2-fluorophenyl)quinolin FC1=C(C=CC=C1)C1=NC2=CC=CC=C2C=C1